C(C1=C(C(=CC(=C1)C(CC(C)(C)C)(C)C)N1N=C2C(=N1)C=CC=C2)O)C2=C(C(=CC(=C2)C(CC(C)(C)C)(C)C)N2N=C1C(=N2)C=CC=C1)O 2,2'-Methylene-bis(6-(2H-benzotriazol-2-yl)-4-(1,1,3,3-tetramethylbutyl)phenol)